C(C)(C)OC=1C=CC2=C(SC(=C2)B(O)O)C1 6-ISOPROPOXYBENZO[B]THIOPHEN-2-YLBORONIC ACID